N-(5-carbamoyl-6-methoxy-3-pyridyl)-N'-(4-methyltetralin-1-yl)-N'-[[5-(trifluoromethyl)-2-pyridyl]methyl]oxamide C(N)(=O)C=1C=C(C=NC1OC)NC(=O)C(=O)N(CC1=NC=C(C=C1)C(F)(F)F)C1CCC(C2=CC=CC=C12)C